N1=CC=CC2=CC(=NC=C12)N [1,7]Naphthyridin-6-amine